N-(1-(tert-butyl)-6-(difluoromethoxy)-1H-benzo[d]imidazol-2-yl)-3-hydroxy-3-phenylbutanamide C(C)(C)(C)N1C(=NC2=C1C=C(C=C2)OC(F)F)NC(CC(C)(C2=CC=CC=C2)O)=O